2,6-di-tert-butylphenol acrylate C(C=C)(=O)OC1=C(C=CC=C1C(C)(C)C)C(C)(C)C